FC=1C(=C(C(=O)NOCCO)C=C(C1F)CN1CCCOC1=O)NC1=C(C=C(C=C1)I)F 3,4-difluoro-2-((2-fluoro-4-iodophenyl)amino)-N-(2-hydroxyethoxy)-5-((3-oxo-4,2-oxazinan-2-yl)methyl)benzamide